O=S1(N(C2=C(CC1)C(=CC=C2)Br)CC2=CC=C(C=C2)OC)=O 2,2-dioxo-5-bromo-1-(4-methoxybenzyl)-3,4-dihydro-1H-benzo[c][1,2]thiazine